C(CCCCCCC(=O)[O-])(=O)ON1C(C(C(C1=O)S(=O)(=O)O)S(=O)(=O)O)=O bis-sulfosuccinimidyl suberate